C(C1=CC=CC=C1)OC1=NC(=CC=C1C1=C(C=C(C=C1F)N1CC2(C1)CCN(CC2)C(=O)OC(C)(C)C)F)OCC2=CC=CC=C2 tert-butyl 2-(4-(2,6-bis(benzyloxy) pyridin-3-yl)-3,5-difluorophenyl)-2,7-diazaspiro[3.5]nonane-7-carboxylate